ClC1=C(C=CC(=C1)Cl)CN (2,4-dichlorophenyl)methanamine